5-((2S,5S)-4-((7-Ethyl-6-oxo-5H-1,5-naphthyridin-3-yl)methyl)-2,5-dimethylpiperazine-1-yl)-N-(methyl-d3)pyridine-2-carboxamide C(C)C=1C(NC=2C=C(C=NC2C1)CN1C[C@@H](N(C[C@@H]1C)C=1C=CC(=NC1)C(=O)NC([2H])([2H])[2H])C)=O